N-[(1S)-1-[(1R)-6-[2-[(1S,4S)-2,5-diazabicyclo[2.2.1]heptan-2-yl]-4-pyridyl]indan-1-yl]-2-[4-(3,5-dimethyl-1H-pyrazol-4-yl)anilino]-2-oxo-ethyl]-1-fluoro-cyclopropanecarboxamide [C@@H]12N(C[C@@H](NC1)C2)C2=NC=CC(=C2)C2=CC=C1CC[C@H](C1=C2)[C@@H](C(=O)NC2=CC=C(C=C2)C=2C(=NNC2C)C)NC(=O)C2(CC2)F